4,9-Di-oxa-dodecan-1,12-diamin C(CCOCCCCOCCCN)N